1-ethyl-3-methyl-N-(2-(2-(2,2,2-trifluoroethoxy)pyrimidin-4-yl)-1H-pyrrolo[3,2-c]pyridin-6-yl)-1H-pyrazole-4-carboxamide C(C)N1N=C(C(=C1)C(=O)NC1=CC2=C(C=N1)C=C(N2)C2=NC(=NC=C2)OCC(F)(F)F)C